C(C)(C)(C)N1CCC(CC1)NC1=NC=NC2=CC=C(C=C12)Br tert-butyl-4-((6-bromoquinazolin-4-yl)amino)piperidine